(3S)-5-[(E)-6-[bis(tert-butoxycarbonyl)amino]hex-1-enyl]-2-oxo-spiro[1H-pyrrolo[2,3-b]pyridine-3,6'-5,7-dihydrocyclopenta[b]pyridine]-3'-carboxylic Acid C(C)(C)(C)OC(=O)N(CCCC/C=C/C=1C=C2C(=NC1)NC([C@]21CC=2C(=NC=C(C2)C(=O)O)C1)=O)C(=O)OC(C)(C)C